2-(4-thienyl)-2,3-dihydroquinazolin-4(1H)-one S1C=CC(=C1)C1NC2=CC=CC=C2C(N1)=O